(1,1-difluoroethyl)imidazo[1,2-a]pyridine FC(C)(F)C=1N=C2N(C=CC=C2)C1